Dodecylpyridine bromide [Br-].C(CCCCCCCCCCC)C1=NC=CC=C1